C1(CC12CCNCC2)C(=O)O 6-azaspiro[2.5]octane-1-carboxylic acid